1,2,4,5-tetrazine-3,6-dione N1=NC(N=NC1=O)=O